N1N=CC=C1C=1C=CC(=NC1)OC=1C=C(C=CC1)C1=NOC(=N1)C[C@@H](CO)NC(OC(C)(C)C)=O tert-butyl (S)-(1-(3-(3-((5-(1H-pyrazol-5-yl)pyridin-2-yl)oxy)phenyl)-1,2,4-oxadiazol-5-yl)-3-hydroxypropan-2-yl)carbamate